(4-aminoimidazo[1,5-a]quinoxalin-8-yl)(2-(benzo[d]thiazol-5-yl)-5-methylpiperidin-1-yl)methanone NC=1C=2N(C3=CC(=CC=C3N1)C(=O)N1C(CCC(C1)C)C=1C=CC3=C(N=CS3)C1)C=NC2